3,5-dimethylphenyl fluorosulfonate FS(=O)(=O)OC1=CC(=CC(=C1)C)C